2-chloro-N-isopropyl-5-((1-methyl-1H-pyrazol-4-yl)ethynyl)pyridin-4-amine ClC1=NC=C(C(=C1)NC(C)C)C#CC=1C=NN(C1)C